FC1(CCC(CC1)NC(=O)C1=CC2=C(N=C(S2)C2CCN(CC2)C)C=C1)F N-(4,4-difluorocyclohexyl)-2-(1-methyl-piperidin-4-yl)benzo-[d]thiazole-6-carboxamide